[N+](=O)([O-])OCCNC(=O)C=1CN(C=CC1)COC(C(C)(C)C)=O 3-((2-(nitrooxy)ethyl)carbamoyl)-1-((pivaloyloxy)methyl)pyridine